OC=1C=C2CC[C@@H]([C@@H](C2=CC1)C1=CC=C(C=C1)N1CCN(CC1)CC1CCN(CC1)C(=O)OC(C)(C)C)C1=CC=CC=C1 tert-butyl 4-((4-(4-((1R,2S)-6-hydroxy-2-phenyl-1,2,3,4-tetrahydronaphthalen-1-yl)phenyl)piperazin-1-yl)methyl)piperidine-1-carboxylate